(3-(hydroxyimino)butan-2-yl)phosphine ON=C(C(C)P)C